racemic-2-((1-(2-cyano-3-(4-(2-methoxyethoxy)phenyl)-7-methylquinolin-5-yl)ethyl)amino)benzoic acid C(#N)C1=NC2=CC(=CC(=C2C=C1C1=CC=C(C=C1)OCCOC)[C@@H](C)NC1=C(C(=O)O)C=CC=C1)C |r|